C1(=CC=CC=C1)NC(NC1=CC=C(C=C1)S(=O)(=O)C1=CC=C(C=C1)NS(=O)(=O)C1=CC=CC=C1)=O N-(4-((4-(3-phenylureido)phenyl)sulfonyl)phenyl)benzenesulfonamide